tert-butyl 6-(aminomethyl)-2-[[tert-butoxycarbonyl(cyclobutylmethyl)amino]methyl]pyrrolo[3,2-b]pyridine-1-carboxylate NCC=1C=C2C(=NC1)C=C(N2C(=O)OC(C)(C)C)CN(CC2CCC2)C(=O)OC(C)(C)C